Ethyl (4S)-4-(3-fluoro-2-methylphenyl)-6-(((3aR)-1-oxooctahydro-5H-pyrrolo[3,4-c]pyridin-5-yl) methyl)-2-(thiazol-2-yl)-1,4-dihydropyrimidine-5-carboxylate FC=1C(=C(C=CC1)[C@@H]1N=C(NC(=C1C(=O)OCC)CN1C[C@@H]2C(CC1)C(NC2)=O)C=2SC=CN2)C